2-amino-2-(4-ethanesulfonylphenyl)ethanol methyl-3-(4-methylthiazol-5-yl)bicyclo[1.1.1]pentane-1-carboxylate CC1C2(CC1(C2)C2=C(N=CS2)C)C(=O)OCC(C2=CC=C(C=C2)S(=O)(=O)CC)N